3-(1-(difluoromethyl)-1H-indazol-5-yl)-2-(6-methylpyridin-2-yl)imidazo[1,2-a]Pyrimidine FC(N1N=CC2=CC(=CC=C12)C1=C(N=C2N1C=CC=N2)C2=NC(=CC=C2)C)F